C(C)(C)(C)OC(=O)N1CC2=CC=CC=C2C[C@H]1C(=O)N1CC2(C1)CCC2 (3S)-3-(2-azaspiro[3.3]heptane-2-carbonyl)-3,4-dihydro-1H-isoquinoline-2-carboxylic acid tert-butyl ester